3-fluoro-4-iodo-5-(3-isopropoxyphenyl)-5,8,8-trimethyl-9,10-dihydro-7H-benzo[b][1,8]naphthyridin-6-one FC1=C(C=2C(C3=C(NC2N=C1)CC(CC3=O)(C)C)(C)C3=CC(=CC=C3)OC(C)C)I